16,20-difluoro-9-[(S-methylsulfonimidoyl)methyl]-2,3,4,5-tetrahydro-12H-13,17-(azeno)-11,7-(metheno)-1,6,12,14-benzodioxadiazacyclononadecine FC1=CN=C2NC=3C=C(C=C(OCCCCOC4=C(C1=N2)C=CC(=C4)F)C3)CS(=O)(=N)C